ethylenediamine tetramethylene phosphonate magnesium [Mg].P1(OCCCCO1)=O.C(CN)N